tert-butyl ({(3S)-1-[3-(benzenesulfonyl)-6-{[2-(pyridazine-4-yl)-1,3-thiazole-4-carbonyl]amino}-2-(trifluoromethyl)phenyl]piperidin-3-yl}methyl)carbamate C1(=CC=CC=C1)S(=O)(=O)C=1C(=C(C(=CC1)NC(=O)C=1N=C(SC1)C1=CN=NC=C1)N1C[C@@H](CCC1)CNC(OC(C)(C)C)=O)C(F)(F)F